C(#N)C=1C(=NC2=CC(=CC=C2C1)[C@@H]1N(C[C@H](CC1)C)C(C(=O)NC1=NC(=C(C(=O)N)C=C1)OC)=O)C1CCN(CC1)C (2-((2R,5S)-2-(3-cyano-2-(1-methylpiperidin-4-yl)quinolin-7-yl)-5-methylpiperidin-1-yl)-2-oxoacetamido)-2-methoxynicotinamide